C[C@@]12C3=CC=CC=C3C[C@@H](N1)C4=CC=CC=C24.C(=C\C(=O)O)\C(=O)O (5S,10R)-(+)-5-Methyl-10,11-dihydro-5H-dibenzo[a,d]cyclohepten-5,10-imine maleate